3-(5,5'-Difluoro-6'-methyl-[3,4'-bipyridyl]-2'-yl)-5-(2-fluorophenyl)-1,2,4-oxadiazole FC=1C=C(C=NC1)C1=CC(=NC(=C1F)C)C1=NOC(=N1)C1=C(C=CC=C1)F